biphenylyl[phenyl(biphenylyl)triazinyl]dibenzothiophene C1(=C(C=CC=C1)C1=C(C2=C(SC3=C2C=CC=C3)C=C1)C1=NN=NC(=C1C1=C(C=CC=C1)C1=CC=CC=C1)C1=CC=CC=C1)C1=CC=CC=C1